C(CC)N(CCNCCN(CCC)CCC)CCC N,N,N'',N''-tetra(n-propyl)diethylenetriamine